1-[(3aR,7aR)-1-[5-(difluoromethyl)-6-[2-hydroxy-4-(trifluoromethyl)phenyl]pyridazin-3-yl]-3,3a,4,5,7,7a-hexahydro-2H-pyrrolo[2,3-c]pyridin-6-yl]ethanone FC(C=1C=C(N=NC1C1=C(C=C(C=C1)C(F)(F)F)O)N1CC[C@H]2[C@@H]1CN(CC2)C(C)=O)F